(S)-1-((2,3-dihydrobenzo[b][1,4]dioxin-2-yl)methyl)-4-(4-(methoxymethyl)-1,5-dimethyl-1H-pyrazol-3-yl)piperazine O1C2=C(OC[C@@H]1CN1CCN(CC1)C1=NN(C(=C1COC)C)C)C=CC=C2